ClC=1C=C(C=CC1)N1CC(CC1=O)C(=O)N[C@H]1[C@H]2CC[C@@H](C1)N2C#N 1-(3-chlorophenyl)-N-((1R,2R,4S)-7-cyano-7-azabicyclo[2.2.1]heptan-2-yl)-5-oxopyrrolidine-3-carboxamide